C(CCCCCCC)(=O)OCI Iodomethyl Octanoate